FC=1C=C(CC=2C=NN(C2)C(=O)N[C@@H]2C(N(C3=C(OC2)C=CC(=C3)OCCCC(C)C)C)=O)C=CC1 (S)-4-(3-fluorobenzyl)-N-(5-methyl-7-((4-methylpentyl)oxy)-4-oxo-2,3,4,5-tetrahydrobenzo[b][1,4]oxazepin-3-yl)-1H-pyrazole-1-carboxamide